(6Z,9Z,12Z,15Z)-Octadeca-6,9,12,15-tetraenoic acid 7-[4-(4-benzo[b]thiophen-4-ylpiperazin-1-yl)butoxy]-2-oxo-2H-quinolin-1-ylmethyl ester S1C2=C(C=C1)C(=CC=C2)N2CCN(CC2)CCCCOC2=CC=C1C=CC(N(C1=C2)COC(CCCC\C=C/C\C=C/C\C=C/C\C=C/CC)=O)=O